C(C)(C)(C)OC(=O)N1C[C@H](CC1)[C@@H](C(=O)OC(C)(C)C)CC1=CC(=CC=C1)O (R)-3-((S)-3-(3-hydroxyphenyl)-1-(tert-butoxy)-1-oxopropane-2-yl)pyrrolidine-1-carboxylic acid tert-butyl ester